(4E)-11,11-diethoxy-4-undecenyltrimethylphosphonium iodide [I-].C(C)OC(CCCCC/C=C/CCC[P+](C)(C)C)OCC